BrC=1CCN(CC1)C(=O)OCC=C prop-2-en-1-yl 4-bromo-1,2,3,6-tetrahydropyridine-1-carboxylate